3-({[5-(4-aminoquinazolin-6-yl)thiophen-2-yl]methyl}amino)-N-(3,5-difluorobenzyl)pyrazine-2-carboxamide NC1=NC=NC2=CC=C(C=C12)C1=CC=C(S1)CNC=1C(=NC=CN1)C(=O)NCC1=CC(=CC(=C1)F)F